CN(CCN(C1=C(C=C(C(=C1)OC)NC1=NC=NC(=C1)N1OCC[C@@H]1C1=CC(=CC(=C1)OCC1=CC(=CC=C1)F)F)NC(C=C)=O)C)C (R)-N-(2-((2-(dimethylamino)-ethyl)(methyl)-amino)-5-((6-(3-(3-fluoro-5-((3-fluorobenzyl)oxy)-phenyl)isoxazolidin-2-yl)pyrimidin-4-yl)amino)-4-methoxyphenyl)acrylamide